2,6-diazaspiro[3.3]-heptane-2-carboxylic acid tert-butyl ester C(C)(C)(C)OC(=O)N1CC2(C1)CNC2